P(=O)(OCC1=C(C=C(C=C1)N)C#CCN)(O)O 4-amino-2-(3-aminoprop-1-yn-1-yl)benzyl dihydrogen phosphate